OCC[C@H]1[C@@H](C1)C(=O)OC(C)(C)C (1R,2S)-tert-butyl 2-(2-hydroxyethyl)cyclopropanecarboxylate